(S)-1-(((4-(2-chloro-4-fluorophenyl)-2-oxo-2H-chromen-7-yl)methyl)(methyl)carbamoyl)piperidine-3-carboxylic acid ClC1=C(C=CC(=C1)F)C1=CC(OC2=CC(=CC=C12)CN(C(=O)N1C[C@H](CCC1)C(=O)O)C)=O